4-[[4-[2-[1-(6,7-dihydro-5H-pyrrolo[1,2-c]imidazol-1-yl)-2-ethoxy-2-oxo-ethyl]-7-fluoro-3-oxo-isoindolin-5-yl]phenyl]methyl]piperidine-1-carboxylic acid tert-butyl ester C(C)(C)(C)OC(=O)N1CCC(CC1)CC1=CC=C(C=C1)C=1C=C2C(N(CC2=C(C1)F)C(C(=O)OCC)C1=C2N(C=N1)CCC2)=O